N1N=CC2=C1CC1CCC2N1 1,4,5,6,7,8-hexahydro-4,7-epiminocyclohepta[c]pyrazole